(4-fluoro-2-(4-methylpiperazin-1-yl)phenyl)-4-hydroxy-1-isobutyl-2-oxo-1,2-dihydroquinoline-3-carboxamide hydrochloride salt Cl.FC1=CC(=C(C=C1)C1=C2C(=C(C(N(C2=CC=C1)CC(C)C)=O)C(=O)N)O)N1CCN(CC1)C